FC=1C=C2C=NN(C2=CC1B1OC(C(O1)(C)C)(C)C)C=1C=NN(C1)C 5-Fluoro-1-(1-methyl-1H-pyrazol-4-yl)-6-(4,4,5,5-tetramethyl-1,3,2-dioxaborolan-2-yl)-1H-indazole